FC1=C(C=C(C=C1)NC(=O)C=1C(=C(N(C1C)C)C(C(=O)N[C@H]([C@@H](O)C)C(=O)OC)=O)C)C methyl (2-(4-((4-fluoro-3-methylphenyl)carbamoyl)-1,3,5-trimethyl-1H-pyrrol-2-yl)-2-oxoacetyl)-D-threoninate